CSC(=S)OCC1CCC(CC1)OC (methylsulfanyl)((((1r,4r)-4-methoxycyclohexyl)methoxy))methanethione